Methyl 2-(2-allyl-4-bromo-6-fluoro-3-hydroxyphenyl)acetate C(C=C)C1=C(C(=CC(=C1O)Br)F)CC(=O)OC